N-{2-benzyl-2-azaspiro[3.3]heptan-6-yl}-4-[5-(trifluoromethyl)pyridin-2-yl]piperazine-1-carboxamide C(C1=CC=CC=C1)N1CC2(C1)CC(C2)NC(=O)N2CCN(CC2)C2=NC=C(C=C2)C(F)(F)F